O[C@H]1C[C@@H](CCC1)N1C(=NC2=C3CC[C@@H](NC3=CC=C21)C)CN2C(C=CC=C2)=O (7S)-3-[(1R,3R)-3-Hydroxycyclohexyl]-7-methyl-2-[(2-oxo-1,2-dihydropyridin-1-yl)methyl]-3H,6H,7H,8H,9H-imidazo[4,5-f]chinolin